dimethylsilylphosphine C[SiH](C)P